FC=1C=C2C(C3=NC4=CC(=CC=C4C(N3C2=CC1)=O)C=1N=CNC1)=O 8-fluoro-3-(1H-imidazol-4-yl)-6H,12H-indolo[2,1-b]quinazoline-6,12-dione